BrC1=C(C=CC=C1)N1C2=CC=CC=C2C=2C=C(C=CC12)C1=CC=CC2=CC=CC=C12 9-(2-bromophenyl)-3-(naphthalen-yl)-9H-carbazole